ClC1=C(C=C(C#N)C=C1)C=1NC2=CC(=C(C(=C2C(C1)=O)F)N1C[C@H](CC1)OC)F (S)-4-chloro-3-(5,7-difluoro-6-(3-methoxypyrrolidin-1-yl)-4-oxo-1,4-dihydroquinolin-2-yl)benzonitrile